ClC=1C=C(C=NC1N1N=CC=N1)NC(=O)C=1C=NN(C1C(F)(F)F)C1=C2C=CN=C(C2=CC=C1)O N-(5-Chloro-6-(2H-1,2,3-triazol-2-yl)pyridin-3-yl)-1-(1-hydroxyisochinolin-5-yl)-5-(trifluoromethyl)-1H-pyrazol-4-carboxamid